ClC1=CC=C(C=C1)C=1C=C(C(N(N1)C=1C=NN(C1)C)=O)C(=O)NC1(CCN(CC1)CC)CO 6-(4-chlorophenyl)-N-(1-ethyl-4-(hydroxymethyl)piperidin-4-yl)-2-(1-methyl-1H-pyrazol-4-yl)-3-oxo-2,3-dihydropyridazine-4-carboxamide